1,4-bis[(3-amino-2-hydroxypropyl)-myristylamino]-butane-2,3-diol NCC(CN(CC(C(CN(CCCCCCCCCCCCCC)CC(CN)O)O)O)CCCCCCCCCCCCCC)O